5-(4-chloro-3-fluorophenyl)-3-(2-(3,3-difluoroazetidin-1-yl)-2-oxoethyl)-7-ethyl-3H-pyrrolo[2,3-d]pyrimidin-4(7H)-one ClC1=C(C=C(C=C1)C1=CN(C=2N=CN(C(C21)=O)CC(=O)N2CC(C2)(F)F)CC)F